COC=1C=C(OC2CN(CCC2)C2=NC(=NC(=C2)C(F)(F)F)S(=O)(=O)C)C=CC1OC 4-(3-(3,4-dimethoxyphenoxy)piperidin-1-yl)-2-(methylsulfonyl)-6-(trifluoromethyl)pyrimidine